N-(2-pyridinylmethyl)-N'-(6,7,8,9-tetrahydro-5H-cyclohepta[b]pyridin-9-yl)-1,4-benzenedimethanamine N1=C(C=CC=C1)CNCC1=CC=C(C=C1)CNC1CCCCC=2C1=NC=CC2